7-(5,6-dimethyl-1H-indazol-4-yl)-2-((hexahydro-1H-pyrrolizin-7a-yl)methoxy)-5,6,7,8-tetrahydropyrido[3,4-d]pyrimidin-4-yl 4-methylbenzenesulfonate CC1=CC=C(C=C1)S(=O)(=O)OC=1C2=C(N=C(N1)OCC13CCCN3CCC1)CN(CC2)C2=C1C=NNC1=CC(=C2C)C